ClC1=CC=C(OCCCC(C(=O)N2CCN(CC2)CC2=CC=C(C=C2)C(F)(F)F)(C)C)C=C1 5-(4-chlorophenoxy)-1-(4-(4-trifluoromethylbenzyl)piperazin-1-yl)-2,2-dimethylpentan-1-one